N-[(4-cyclopropanesulfonylpyridin-2-yl)methyl]-4-(6-ethoxypyrazin-2-yl)-2-oxopiperazine-1-carboxamide C1(CC1)S(=O)(=O)C1=CC(=NC=C1)CNC(=O)N1C(CN(CC1)C1=NC(=CN=C1)OCC)=O